CC(CCCC(C)C1C(CCC1=O)=O)C 2-(6-methylheptan-2-yl)cyclopentane-1,3-dione